C(C=C)(=O)O.C(CCCCCCC)N octylamine acrylate